O.Cl.ClC1=CC(=C(N)C=C1)C(C(F)(F)F)=O 4-chloro-2-trifluoroacetyl-aniline hydrochloride hydrate